C(CCCCCCCCCCCCCCCCCCC)(=O)OCC Ethyl arachidate